monofumarate dihydrate O.O.C(\C=C\C(=O)O)(=O)O